FC(C(=O)O)(F)F.CC(CCC#N)(C)N1N=CC(=C1)C1=C2C(=NC=C1)NC=C2 4-Methyl-4-[4-(1H-pyrrolo[2,3-b]pyridin-4-yl)-1H-pyrazol-1-yl]pentanenitrile trifluoroacetate salt